CC=1N=C(C2=C(N1)C1=C(O2)C=CC=C1)N1[C@@H](C[C@@H](C1)CC(NC=1N=NC(=CC1)C1=CC=CC=C1)=O)C(=O)O (2S,4R)-1-(2-methylbenzofuro[3,2-d]pyrimidin-4-yl)-4-(2-oxo-2-((6-phenylpyridazin-3-yl)amino)ethyl)pyrrolidine-2-carboxylic acid